C1(=CC(=CC=C1)C(=O)CC#N)C1=CC=CC=C1 3-biphenylformylacetonitrile